C(C(C(C(C(C(C(C(C(C(C(C(C(C(C(C(C([2H])([2H])[2H])([2H])[2H])([2H])[2H])([2H])[2H])([2H])[2H])([2H])[2H])([2H])[2H])([2H])[2H])([2H])[2H])([2H])[2H])([2H])[2H])([2H])[2H])([2H])[2H])([2H])[2H])([2H])[2H])([2H])[2H])(=O)O heptadecanoic acid-d33